cycloheptyl-boric acid C1(CCCCCC1)OB(O)O